C1(=CC=CC=C1)C1=C2C=CC=CC2=C(C2=CC=CC=C12)C=1C=CC2=C(C3=C(O2)C=C2C=CC=CC2=C3)C1 2-(10-phenylanthracen-9-yl)naphtho[2,3-b]Benzofuran